CC1=C(C(=O)N[C@H](C)C2=CC(=NC3=CC=CC=C23)C=2C=NN(C2)C)C=C(C=C1)N1CCN(CC1)C 2-methyl-N-[(1R)-1-[2-(1-methyl-1H-pyrazol-4-yl)quinolin-4-yl]ethyl]-5-(4-methylpiperazin-1-yl)benzamide